(Z)-1-(4-((5-(4,4,4-Trifluoro-1-(3-fluoro-1H-indazol-5-yl)-2-phenylbut-1-en-1-yl)pyridin-2-yl)oxy)piperidin-1-yl)but-2-yn-1-one FC(C/C(=C(\C=1C=C2C(=NNC2=CC1)F)/C=1C=CC(=NC1)OC1CCN(CC1)C(C#CC)=O)/C1=CC=CC=C1)(F)F